(S)-2-(cyanomethyl)-4-(7-(2-cyclopropylphenyl)-8-fluoro-2-(((2R,7aS)-2-fluorotetrahydro-1H-pyrrolizin-7a(5H)-yl)methoxy)pyrido[4,3-d]pyrimidin-4-yl)piperazine-1-carboxylate C(#N)C[C@@H]1N(CCN(C1)C=1C2=C(N=C(N1)OC[C@]13CCCN3C[C@@H](C1)F)C(=C(N=C2)C2=C(C=CC=C2)C2CC2)F)C(=O)[O-]